2-(3-{2-amino-6-[1-(tert-butyl)-1H-pyrazol-4-yl]-7H-pyrrolo[2,3-d]pyrimidin-4-yl}-2-(hydroxymethyl)phenyl)-6-cyclopropyl-8-fluoroisoquinolin-1(2H)-one NC=1N=C(C2=C(N1)NC(=C2)C=2C=NN(C2)C(C)(C)C)C=2C(=C(C=CC2)N2C(C1=C(C=C(C=C1C=C2)C2CC2)F)=O)CO